O1COC=2C1=CC=1CN(C3(C1C2)CCC2(CC3)OCCO2)C[C@H](CO)C (2R)-3-(2''H-dispiro[[1,3]dioxolane-2,1'-cyclohexane-4',5''-[1,3]dioxolo[4,5-f]isoindol]-6''(7''H)-yl)-2-methylpropan-1-ol